FC(C1=CN=CC(=N1)C1=CC=C(N)C=C1)(F)F 4-(6-(trifluoromethyl)pyrazin-2-yl)aniline